N(=[N+]=[N-])[C@@H]1C[C@@H](N(CC1)C(=O)OC(C)(C)C)C(=O)OCC1=CC=CC=C1 2-benzyl 1-(tert-butyl) (2R,4S)-4-azidopiperidine-1,2-dicarboxylate